5-(((tert-butoxycarbonyl)(methyl)-amino)methyl)pyridine C(C)(C)(C)OC(=O)N(C)CC=1C=CC=NC1